FC1(CN(C[C@H]([C@@H]1NC(=O)C=1C=2N(C=C(C1)C#CCNC1=C(C=C(C(=C1)F)C(NC)=O)OC)C(=CN2)SC(F)(F)F)C)C)F trans-N-[3,3-difluoro-1,5-dimethyl-4-piperidyl]-6-[3-[5-fluoro-2-methoxy-4-(methylcarbamoyl)anilino]prop-1-ynyl]-3-(trifluoromethylsulfanyl)imidazo[1,2-a]pyridine-8-carboxamide